FC1=C2C=CN(C2=C(C=C1)C)C1=CC(=CC=C1)N1CC(OCC1)CO 4-fluoro-N-(3-(2-(hydroxymethyl)morpholino)phenyl)-7-methyl-1H-indole